11-fluoro-6,7-dihydro-13H-1,15-ethenopyrazolo[4,3-f][1,10,4,8]benzoxathiadiazacyclotridecin-4(5H)-one 14,14-dioxide FC=1C=CC2=C(CS(C3=NC4=C(C(NCCO2)=O)C=NN4C=C3)(=O)=O)C1